(1-hydroxy-2-(4-hydroxyphenyl)ethane-1,1-diyl)-bisphosphonate OC(CC1=CC=C(C=C1)O)(P([O-])([O-])=O)P([O-])([O-])=O